C(C=1C(C(=O)OCC=C)=CC=CC1)(=O)OCC=C 1,2-diallyl phthalate